C(C)N1C[C@@H](CC1)OC1=CC=C(C=C1)C(=O)C=1C2=C(SC1C1=CC=C(C=C1)O)C=C(C=C2)O (R)-(4-((1-ethylpyrrolidin-3-yl)oxy)phenyl)(6-hydroxy-2-(4-hydroxyphenyl)benzo[b]thiophen-3-yl)methanone